ClC=1C=C(C=CC1)N1N=C(C=C(C1=O)C(=O)NC(CO)C)C1=CC=C(C=C1)Cl 2-(3-chlorophenyl)-6-(4-chlorophenyl)-N-(1-hydroxypropan-2-yl)-3-oxo-2,3-dihydropyridazine-4-carboxamide